BrC1=CC=C(OC2=CC=C(C=C2)\C=C/2\C(=C(C3=CC(=CC=C23)F)CC(=O)O)C)C=C1 2-[(1Z)-1-{[4-(4-bromophenoxy)phenyl]methylene}-5-fluoro-2-methyl-1H-inden-3-yl]acetic acid